C(C=C)(=O)N1C[C@@H](N(CC1)C=1C2=C(N(C(N1)=O)C=1C(=NC=CC1C)C(C)C)N=C(C(=C2)C2CC2)C2=C(C=CC=C2)F)C (S)-4-(4-acryloyl-2-methylpiperazin-1-yl)-6-cyclopropyl-7-(2-fluorophenyl)-1-(2-isopropyl-4-methylpyridin-3-yl)pyrido[2,3-d]pyrimidin-2(1H)-one